N1=C(C=NC=C1)[C@@H]1CC[C@H]2OC3(C(N21)=O)CC(C3)OC3=NC=NN2C3=CC=C2 (1r,3R,5'S,7a'R)-5'-(pyrazin-2-yl)-3-(pyrrolo[2,1-f][1,2,4]triazin-4-yloxy)tetrahydro-3'H-spiro[cyclobutane-1,2'-pyrrolo[2,1-b]oxazol]-3'-one